2-thienyl-1,3-benzothiazole S1C(=CC=C1)C=1SC2=C(N1)C=CC=C2